3-((10-(4-(trimethylsilyl)phenyl)dec-9-yn-1-yl)thio)propyl hydrogen ((((R)-1-(6-amino-9H-purin-9-yl)propan-2-yl)oxy)methyl)phosphonate NC1=C2N=CN(C2=NC=N1)C[C@@H](C)OCP(OCCCSCCCCCCCCC#CC1=CC=C(C=C1)[Si](C)(C)C)(O)=O